ClC=1C(=NC(=NC1)NC1=C(C=C(C(=C1)[N+](=O)[O-])N(C)CCN(C)C)OC)N1C(N(C2=C1C=CC=C2)C)=O 1-(5-Chloro-2-(4-((2-(dimethylamino)ethyl)(methyl)amino)-2-methoxy-5-nitrophenylamino)pyrimidin-4-yl)-3-methyl-1H-benzo[d]imidazol-2(3H)-one